4-(4-aminophenoxy)-3-(phenylethyl)phenylbenzenamine NC1=CC=C(OC2=C(C=C(C=C2)C2=C(C=CC=C2)N)CCC2=CC=CC=C2)C=C1